N[C@H](C(=O)NC1=NC=C(C=C1)C1=C(C=NN1C)C)C1CCCC1 (S)-2-amino-2-cyclopentyl-N-(5-(1,4-dimethyl-1H-pyrazol-5-yl)pyridin-2-yl)acetamide